2,2-difluoro-3-((6S,8R)-6-(5-((1-(3-fluoropropyl)azetidin-3-yl)oxy)pyridin-2-yl)-8-methyl-3,6,8,9-tetrahydro-7H-pyrazolo[4,3-f]isoquinolin-7-yl)propan-1-ol FC(CO)(CN1[C@@H](C2=CC=C3C(=C2C[C@H]1C)C=NN3)C3=NC=C(C=C3)OC3CN(C3)CCCF)F